5-bromo-2-hydroxy-3-((3-(4-hydroxyphenyl)-1-methoxy-1-oxopropan-2-ylimino)meth-yl)phenyl 4-methyl-benzoate CC1=CC=C(C(=O)OC2=C(C(=CC(=C2)Br)C=NC(C(=O)OC)CC2=CC=C(C=C2)O)O)C=C1